OC(/C=C/C=O)(C)C1=CC=CC=C1 (E)-4-hydroxy-4-phenyl-2-pentenal